COC(=O)C1=CC=NC2=CC(=CC=C12)C(C)OC 7-(1-methoxyethyl)quinoline-4-carboxylic acid methyl ester